C(C)(C)(C)OC(=O)N1CCC(CC1)C1=CC2=C(C(=C(C=C2C=C1)O)N1S(NC(C1)=O)(=O)=O)F.C(=C)C(O[SiH2]OC(C)(C)C)(C=C)C=C trivinyl-trimethyl-dimethoxysilane tert-butyl-4-[8-fluoro-6-hydroxy-7-(1,1,4-trioxo-1,2,5-thiadiazolidin-2-yl)-2-naphthyl]piperidine-1-carboxylate